chlorogold Cl[Au]